tert-butyl 3-(4-bromophenyl)-2,4-dioxo-1,3,7-triazaspiro[4.4]nonane-7-carboxylate BrC1=CC=C(C=C1)N1C(NC2(C1=O)CN(CC2)C(=O)OC(C)(C)C)=O